ClC=1C(=C2C=NC(=NN2C1C1CC1)N[C@H]1[C@@H](COCC1)O)F (3S,4R)-4-((6-chloro-7-cyclopropyl-5-fluoropyrrolo[2,1-f][1,2,4]triazin-2-yl)amino)tetrahydro-2H-pyran-3-ol